NC1CN(C1)C1=NC=2N(C(=C1)N(C(OC(C)(C)C)=O)CC1=CC=C(C=C1)C1=NC=CC=C1)N=CC2C2CC2.C[Si](O[Si](OC)(C)C)(OC)C 1,1,3,3-tetramethyl-1,3-dimethoxy disiloxane tert-butyl (5-(3-aminoazetidin-1-yl)-3-cyclopropylpyrazolo[1,5-a]pyrimidin-7-yl)(4-(pyridin-2-yl)benzyl)carbamate